ClC1=CC=C(C=C1)C1=CC(=NC(=N1)C=1C=NC=CC1)N1C[C@H]([C@H](CC1)CO)O (3S,4R)-1-(6-(4-chlorophenyl)-2-(pyridin-3-yl)pyrimidin-4-yl)-4-(hydroxymethyl)piperidin-3-ol